6-((1S,4s)-1-(cyclopropylimino)-4-methoxy-1-oxidohexahydro-1λ6-thiopyran-4-yl)-4-(((R)-1-(3-(difluoromethyl)-2-fluorophenyl)ethyl)amino)-8-methylpyrido[2,3-d]pyrimidin-7(8H)-one C1(CC1)N=S1(CCC(CC1)(OC)C1=CC2=C(N=CN=C2N[C@H](C)C2=C(C(=CC=C2)C(F)F)F)N(C1=O)C)=O